allyl-dimethylsilylbis(t-butylcyclopentadienyl)zirconium dichloride [Cl-].[Cl-].C(C=C)[Si](C)(C)[Zr+2](C1(C=CC=C1)C(C)(C)C)C1(C=CC=C1)C(C)(C)C